formamidrazone C(=N)NN